COC1=CC=C(C=C1)C(=O)C1=C(OC2=C1C=CC=C2)CC 4-methoxyphenyl-(2-ethyl-3-benzofuranyl)methanone